BrC1=CC2=C(N=C(O2)O)C=C1 6-bromobenzo[d]oxazol-2-ol